2-(6-(6-propyl-2-((3-methyl-4-(4-(4-methylpiperazin-1-yl)piperidin-1-yl)phenyl)amino)-7H-pyrrolo[2,3-d]pyrimidin-7-yl)pyridin-2-yl)propan-2-ol C(CC)C1=CC2=C(N=C(N=C2)NC2=CC(=C(C=C2)N2CCC(CC2)N2CCN(CC2)C)C)N1C1=CC=CC(=N1)C(C)(C)O